(S)-5-((5-Methyl-3-(6-methylpyridin-3-yl)isoxazol-4-yl)methoxy)-N-(tetrahydrofuran-3-yl)pyrazin-2-carboxamid CC1=C(C(=NO1)C=1C=NC(=CC1)C)COC=1N=CC(=NC1)C(=O)N[C@@H]1COCC1